t-butyl (5-fluoro-2-methoxy-3-(5-methyl pyrimidin-2-yl)phenyl)carbamate FC=1C=C(C(=C(C1)NC(OC(C)(C)C)=O)OC)C1=NC=C(C=N1)C